N[C@@H](C1=CC(=C2CN(C(C2=C1)=O)C1=CC(=CC=C1)C1(COC1)[C@H](C1=NN=CN1C)F)C(F)(F)F)C1CC1 6-((R)-amino(cyclopropyl)methyl)-2-(3-(3-((R)-fluoro(4-methyl-4H-1,2,4-triazol-3-yl)methyl)oxetan-3-yl)phenyl)-4-(trifluoromethyl)isoindolin-1-one